CC1=C(C(=NC2=CC=CC=C12)C(=O)OC1=CC=C2C=C(C(=NC2=C1)NCC1=CC=C(C=C1)OC)C(F)F)Cl 3-(difluoromethyl)-2-((4-methoxybenzyl)amino)quinolin-7-ol Methyl-chloroquinolinate